NC=1C=C(C=C(C1)C#CC1=NC=CC=C1)NC(C1=CC=C(C=C1)N1C(CCCC1)=O)=O N-(3-AMINO-5-(PYRIDIN-2-YLETHYNYL)PHENYL)-4-(2-OXOPIPERIDIN-1-YL)BENZAMIDE